OC1([C@H]([C@@](O[C@@H]1CO)(N1C(=O)NC(=O)C=C1)C)O)O 3'-hydroxy-methyluridine